B(O)(O)O.BrCC(O)(C)C(C)(C)O bromo-pinacol borate